ClC1=C(C=C(OCC(=O)NC23CC(C2)(C3)C=3OC(=NN3)[C@@H]3C[C@@H](C3)OC(F)(F)F)C=C1)F 2-(4-Chloro-3-fluoro-phenoxy)-N-[1-[5-[cis-3-(trifluoromethoxy)cyclobutyl]-1,3,4-oxadiazol-2-yl]-3-bicyclo[1.1.1]pentanyl]acetamide